FC1=CN=CC=2C3=C(N=C(C12)N1C2=C(CCCC1)C(=CC=C2)C#CC2(CC2)C)N=NN3C 6-fluoro-1-methyl-5-(6-((1-methylcyclopropyl)ethynyl)-2,3,4,5-tetrahydro-1H-benzo[b]azepin-1-yl)-1H-[1,2,3]triazolo[4,5-c][2,6]naphthyridine